FCCN1N=C(C=C1C(F)(F)F)N 1-(2-fluoroethyl)-5-(trifluoromethyl)-1H-pyrazol-3-amine